CC([SiH2]C[SiH2]C=C(C)C)(C)O dimethyl-(dimethylvinylsilylmethyl)silylmethyl alcohol